C(C)N1C=2C3=CN=C(C(O[C@@H](C4=CC(=CC=C4C4=NN(N=C4CC2C(=N1)C)C)F)C)=C3)N (19R)-3-ethyl-16-fluoro-5,10,19-trimethyl-20-oxa-3,4,9,10,11,23-hexaazapentacyclo[19.3.1.02,6.08,12.013,18]pentacosa-1(24),2(6),4,8,11,13,15,17,21(25),22-decaen-22-amine